N-benzoyloxy-1-[9-ethyl-6-(2-methylbenzoyl)-9H-carbazol-3-yl]-3-cyclopentylpropan-1-one-2-imine C(C1=CC=CC=C1)(=O)ON=C(C(=O)C=1C=CC=2N(C3=CC=C(C=C3C2C1)C(C1=C(C=CC=C1)C)=O)CC)CC1CCCC1